N1C[C@H](OCC1)[C@@H](C)OC1=C2C=CC=NC2=CC(=N1)C1=CN(C=C1)C(C)C 5-[(1R)-1-[(2S)-morpholin-2-yl]ethoxy]-7-[1-(propan-2-yl)-1H-pyrrol-3-yl]-1,6-naphthyridine